CC=1SC(=C(N1)C)C=1C=C(C=CC1)C(=O)N[C@H](CN1CCN(CC1)S(=O)(=O)C1=C(N=C(S1)NC(OC)=O)C)C methyl N-[5-({4-[(2S)-2-{[3-(2,4-dimethyl-1,3-thiazol-5-yl)phenyl]formamido} propyl]piperazin-1-yl}sulfonyl)-4-methyl-1,3-thiazol-2-yl]carbamate